N1C=C(C2=CC=CC=C12)C[C@@H]1C(N[C@H](C2=NC3=CC=C(C=C3C(N21)=O)C)CC(C)C)=O (1S,4R)-4-((1H-indol-3-yl)methyl)-1-isobutyl-8-methyl-1,2-dihydro-6H-pyrazino[2,1-b]quinazoline-3,6(4H)-dione